6-Fluoro-2-pyridinemethanol FC1=CC=CC(=N1)CO